3-(cyclopropylmethyl)-1,2,4-oxadiazol C1(CC1)CC1=NOC=N1